N1=CN=CC=2CCC3=C(C12)C=CC=C3 5,6-dihydrobenzo[H]quinazoline